4-fluoro-N,N-dimethylpyrrolidin-3-amine FC1C(CNC1)N(C)C